N-(3,5-dichloro-4-(2,6-dioxopiperidin-3-yl)benzyl)-2-(4-methoxyisoxazol-3-yl)-2-methylpropanamide ClC=1C=C(CNC(C(C)(C)C2=NOC=C2OC)=O)C=C(C1C1C(NC(CC1)=O)=O)Cl